ClC1(CC1)C(CN1C=NC=C1C#N)(C)O 1-[2-(1-chlorocyclopropyl)-2-hydroxypropyl]-1H-imidazole-5-carbonitrile